N1(CCC1)[C@H](COC)C1=NC(=NN1)C=1N(C2=C(C(=C(C=C2C1N1C=NC=C1)OC)Cl)F)C (S)-2-(5-(1-(azetidin-1-yl)-2-methoxyethyl)-1H-1,2,4-triazol-3-yl)-6-chloro-7-fluoro-3-(1H-imidazol-1-yl)-5-methoxy-1-methyl-1H-indole